N-(4,5-dimethylisoxazol-3-yl)-2'-((methoxy-d3)methyl)-N-(methoxymethyl)-[1,1'-biphenyl]-2-sulfonamide CC=1C(=NOC1C)N(S(=O)(=O)C=1C(=CC=CC1)C1=C(C=CC=C1)COC([2H])([2H])[2H])COC